2-methyl-5-(3-(difluoromethoxy)phenyl)-N-(3-(2-hydroxypropyl)-1,2,4-thiadiazol-5-yl)thiophene-3-carboxamide CC=1SC(=CC1C(=O)NC1=NC(=NS1)CC(C)O)C1=CC(=CC=C1)OC(F)F